C[Si](OC(C(Cl)(Cl)Cl)=O)(OC(C(Cl)(Cl)Cl)=O)C dimethylbis(trichloroacetoxy)silane